FC(C=1C=NC(=NC1)N1CCN(CC1)C(CCOC[C@H](C)NC1=C(C(NN=C1)=O)C(F)(F)F)=O)F (S)-5-((1-(3-(4-(5-(Difluoromethyl)pyrimidin-2-yl)piperazin-1-yl)-3-oxopropoxy)propan-2-yl)amino)-4-(trifluoromethyl)pyridazin-3(2H)-one